F[B-](F)(F)F.C(C)(C)(C)[PH+](C1=CC=C(C=C1)F)C(C)(C)C di-(tert-butyl)(4-fluorophenyl)phosphonium tetrafluoroborate